(S)-3-Chloro-6,7,7a,8,9,10-hexahydropyrido[2,3-f]pyrrolo[2,1-d][1,2,5]thiadiazepine 5,5-dioxide ClC1=CC2=C(N3[C@H](CNS2(=O)=O)CCC3)N=C1